2-chloro-para-phenylenediamine ClC1=C(C=CC(=C1)N)N